FC1=C2C=C(NC2=C(C=C1)F)C(=O)N1[C@@H]2CC([C@H]([C@H]1C(=O)N[C@@H](C[C@H]1C(NCC1)=O)\C=C(\S(=O)(=O)C)/F)CC2)(F)F (1S,3S,4S)-2-(4,7-Difluoro-1H-indole-2-carbonyl)-5,5-difluoro-N-((S,E)-4-fluoro-4-(methylsulfonyl)-1-((S)-2-oxopyrrolidin-3-yl)but-3-en-2-yl)-2-azabicyclo[2.2.2]octane-3-carboxamide